Cl.CNC[C@@H]1OCCC2=C(C=CC=C12)C1=CN=NC=C1 |o1:4| rel-(R)-N-Methyl-1-(5-(pyridazin-4-yl)isochroman-1-yl)methanamine hydrochloride salt